2',3'-dideoxy-7-deazaadenosine [C@@H]1(CC[C@@H](CO)O1)N1C=CC=2C(N)=NC=NC12